FC=1C=C2CCCC(C2=CC1)C1=C(C(=O)NC2=CC(NC=C2)=O)C=CC(=C1)C(F)(F)F (6-fluoro-1,2,3,4-tetrahydronaphthalen-1-yl)-N-(2-oxo-1,2-dihydropyridin-4-yl)-4-(trifluoromethyl)benzamide